4-bromo-2,6-dichlorobenzoic acid BrC1=CC(=C(C(=O)O)C(=C1)Cl)Cl